Boc-3,4-difluoro-L-phenylalanine C(=O)(OC(C)(C)C)N[C@@H](CC1=CC(=C(C=C1)F)F)C(=O)O